NC1=NN(C2=NC(=CC(=C21)C2=CC=C(C=C2)[N+](=O)[O-])N2CC(N(CC2)C)=O)C 4-(3-amino-1-methyl-4-(4-nitrophenyl)-1H-pyrazolo[3,4-b]pyridin-6-yl)-1-methylpiperazin-2-one